Cl.N[C@H](C(=O)O)CCN L-2,4-diaminobutyric acid hydrochloride